CN(C(OC1=CC2=C(C(=C(C(O2)=O)CC2=C(C(=CC=C2)NS(NC)(=O)=O)F)CN(CC#C)C)C=C1)=O)C 3-(2-fluoro-3-((N-methylsulfamoyl) amino) benzyl)-4-((methyl (prop-2-yn-1-yl) amino) methyl)-2-oxo-2H-benzopyran-7-yl dimethylcarbamate